C(C1=CC=CC=C1)OC1=C(C(=NC(=C1)Cl)C)CN(C([C@H](C)N(C(OC(C)(C)C)=O)C)=O)C tert-Butyl (S)-(1-(((4-(benzyloxy)-6-chloro-2-methylpyridin-3-yl)methyl)(methyl)amino)-1-oxopropan-2-yl)(methyl)carbamate